C(C)(C)OC=1C=NC(=C(C=O)C1)OC 5-isopropoxy-2-methoxynicotinaldehyde